FC1=CC=C2C(=NN(C2=C1N1CCN(CC1)C[C@H]1[C@H](CNCC1)C)C)C1C(NC(CC1)=O)=O 3-[6-fluoro-1-methyl-7-[4-[[(3R,4R)-3-methyl-4-piperidyl]methyl]piperazin-1-yl]indazol-3-yl]piperidine-2,6-dione